(Z)-3-(3-(3,5-bis(trifluoromethyl)phenyl)-1H-1,2,4-triazol-1-yl)-1-(3-fluoroazetidin-1-yl)prop-2-en-1-one FC(C=1C=C(C=C(C1)C(F)(F)F)C1=NN(C=N1)\C=C/C(=O)N1CC(C1)F)(F)F